4,7,8-trimethyldibenzofuran-3-ol CC1=C(C=CC2=C1OC1=C2C=C(C(=C1)C)C)O